dimethoxyheptenyl heptyloxymethyl ether C(CCCCCC)OCOC=CCCCCC(OC)OC